C(#N)C(C(=O)N)=CC1=CC(=C(C(=C1)F)OCC=1C(=C(C=CC1)C1=CC=CC=C1)C)F cyano-3-(3,5-difluoro-4-((2-methyl-[1,1'-biphenyl]-3-yl)methoxy)phenyl)acrylamide